COCCN1C(OC(C1)(C)COCC1=C(C(=O)NC2=NN=NN2C)C=CC(=N1)C(F)(F)F)=O 2-(((3-(2-methoxyethyl)-5-methyl-2-oxooxazolidin-5-yl)methoxy)methyl)-N-(1-methyl-1H-tetrazole-5-yl)-6-(trifluoromethyl)nicotinamide